5-(2-chlorophenyl)oxazole-4-carboxylic acid ClC1=C(C=CC=C1)C1=C(N=CO1)C(=O)O